C(C)(=O)C=1C(NC(NC1)=O)=O 5-acetyluracil